C1(CC1)N1N=CC(=C1)C1CNCC(O1)C 2-(1-cyclopropylpyrazol-4-yl)-6-methyl-morpholine